COC1=CC=C(C=C1)C1=NOC(=N1)N1CCC(CC1)C(=O)NCC1CN(CC1)C1=CC=CC=C1 1-[3-(4-methoxyphenyl)-1,2,4-oxadiazol-5-yl]-N-[(1-phenylpyrrolidin-3-yl)methyl]piperidine-4-carboxamide